COC1=CC=C(CNC(=O)NC2=CC=C(C=C2)CN2C([C@@H](CCC2)C)=O)C=C1 (R)-1-(4-methoxybenzyl)-3-(4-((3-methyl-2-oxopiperidin-1-yl)methyl)phenyl)urea